2-methyl-9,10-bis(2-ethylhexyloxy)anthracene Tri(3-methyl-2-(1-methylethyl)-1-butyl)citrat CC(C(CC(C(C(C(=O)O)(CC(C(C)C)C(C)C)CC(C(C)C)C(C)C)(O)C(=O)O)C(=O)O)C(C)C)C.CC1=CC2=C(C3=CC=CC=C3C(=C2C=C1)OCC(CCCC)CC)OCC(CCCC)CC